4-bromo-1-(2-bromocyclohexyl)-1H-indazole BrC1=C2C=NN(C2=CC=C1)C1C(CCCC1)Br